4,7-Dimethylbenzofuran-2-carboxylic acid tert-butyl ester C(C)(C)(C)OC(=O)C=1OC2=C(C1)C(=CC=C2C)C